2-(3-(((1R,2R,3S,5S)-2-fluoro-8-azabicyclo[3.2.1]octan-3-yl)(methyl)amino)-1,2,4-triazin-6-yl)-5-(1H-imidazol-1-yl)phenol F[C@@H]1[C@H]2CC[C@@H](C[C@@H]1N(C=1N=NC(=CN1)C1=C(C=C(C=C1)N1C=NC=C1)O)C)N2